C(C)(C)(C)OC(=O)N1CC(C1)N1C=NC(=C1)CO.FC=1C(=C(C(=C(P(O)(=O)O)F)F)C=CC1)F tetrafluorostyrenephosphonic acid tert-butyl-3-(4-(hydroxymethyl)-1H-imidazol-1-yl)azetidine-1-carboxylate